BrC1=C(C=C(C(=C1)Br)Br)C1=C(C=C(C(=C1)Br)Br)Br 2,4,5,2',4',5'-hexabromobiphenyl